ClC1=CNC2=C(C=CC(=C12)Cl)NS(=O)(=O)C=1C=NN(C1)C(CO)(C)CO N-(3,4-Dichloro-1H-indol-7-yl)-1-[2-hydroxy-1-(hydroxymethyl)-1-methylethyl]pyrazol-4-sulfonamid